(S)-N-((S)-1-(4-chloro-5-(2-methoxyquinolin-3-yl)-1H-imidazol-2-yl)-7-oxononyl)-6-azaspiro[2.5]octane-1-carboxamide ClC=1N=C(NC1C=1C(=NC2=CC=CC=C2C1)OC)[C@H](CCCCCC(CC)=O)NC(=O)[C@H]1CC12CCNCC2